ClC=1N=C(C2=C(N1)C=C(O2)C=2CCN(CC2)C)N2CCOCC2 2-chloro-6-(1-methyl-1,2,3,6-tetrahydropyridin-4-yl)-4-morpholinofuro[3,2-d]pyrimidine